C(C1=CC=CC=C1)=N[C@H](C1=CC=CC=C1)CO N-benzylidene-D-phenylglycinol